COC1=CC2=C(SC(=C2)C(=O)O)C=C1OC 5,6-Dimethoxybenzo[b]thiophene-2-carboxylic acid